FC=1C=C(C=CC1)C(C(=O)N1[C@@H]([C@@H]2[C@H](C1)CCC2)C(=O)N[C@H](C[C@H]2C(NCC2)=O)C(CF)=O)(F)F (1S,3aR,6aS)-2-(2-(3-fluorophenyl)-2,2-difluoroacetyl)-N-((R)-4-fluoro-3-oxo-1-((S)-2-oxopyrrolidin-3-yl)butan-2-yl)octahydrocyclopenta[c]pyrrole-1-carboxamide